(2R,3R)-2-(((benzyloxy)carbonyl)amino)-3-(3-chlorophenyl)-3-hydroxypropyl 4-methylbenzenesulfonate CC1=CC=C(C=C1)S(=O)(=O)OC[C@H]([C@H](O)C1=CC(=CC=C1)Cl)NC(=O)OCC1=CC=CC=C1